tert-butyl (R)-(3-oxo-1-(5-phenethyl-1,3,4-oxadiazol-2-yl)-3-(tritylamino)propyl)carbamate O=C(C[C@H](C=1OC(=NN1)CCC1=CC=CC=C1)NC(OC(C)(C)C)=O)NC(C1=CC=CC=C1)(C1=CC=CC=C1)C1=CC=CC=C1